C(C1=CC=CC=C1)N1C([C@@H](NC([C@@H]1C)=O)CC(=O)OC)=O methyl [(2S,5S)-4-benzyl-5-methyl-3,6-dioxopiperazin-2-yl]acetate